1,2-epoxy-propane C1C(C)O1